8-(2-Fluorobenzyl)-6-(1-(4-Fluorobutyl)-5-methyl-1H-1,2,4-triazol-3-yl)imidazo[1,2-a]pyrazine FC1=C(CC=2C=3N(C=C(N2)C2=NN(C(=N2)C)CCCCF)C=CN3)C=CC=C1